OC(C)(C)C=1C=C(C=CC1)S(=O)(=O)N[C@@H]1C[C@@H](C1)N(C=1C2=C(N=CN1)NC=C2)C 3-(2-hydroxypropan-2-yl)-N-{cis-3-[methyl(7H-pyrrolo[2,3-d]pyrimidin-4-yl)amino]cyclobutyl}benzene-sulfonamide